3-{6-methoxy-5-[1-(oxan-2-yl)pyrazol-4-yl]pyridin-2-yl}-6-[(2,2,6,6-tetramethylpiperidin-4-yl)oxy]pyridazine COC1=C(C=CC(=N1)C=1N=NC(=CC1)OC1CC(NC(C1)(C)C)(C)C)C=1C=NN(C1)C1OCCCC1